Methyl (Z)-5-tetradecenoate C(CCC\C=C/CCCCCCCC)(=O)OC